N-(tert-butoxycarbonyl)-L-valyl-(4R)-N-{(1R)-1-[4-(1-ethyl-1H-pyrazol-5-yl)phenyl]-2-hydroxyethyl}-4-hydroxy-L-prolinamide C(C)(C)(C)OC(=O)N[C@@H](C(C)C)C(=O)N1[C@@H](C[C@H](C1)O)C(=O)N[C@@H](CO)C1=CC=C(C=C1)C1=CC=NN1CC